O[C@@]1(C(N(CC1)C)=O)C1=CC(=NO1)C=1C=C(C=CC1)C=1SC=C(N1)C(=O)N (R)-2-(3-(5-(3-Hydroxy-1-methyl-2-oxopyrrolidin-3-yl)isoxazol-3-yl)phenyl)thiazole-4-carboxamide